C(C)(C)(C)OC(NC1(CC(C1)NC1=NN2C(C(=N1)OC)=C(C=C2)C=2C=C1N=CC=NC1=CC2)C)=O ((1s,3s)-3-((4-methoxy-5-(quinoxalin-6-yl)pyrrolo[2,1-f][1,2,4]triazin-2-yl)amino)-1-methylcyclobutyl)carbamic acid tert-butyl ester